1-benzyl-3-methyl-5H,7H-pyrazolo[3,4-d]pyrimidine-4,6-dione C(C1=CC=CC=C1)N1N=C(C2=C1NC(NC2=O)=O)C